N(=C=O)C1C(CCCC1)CCCCN=C=O 1-isocyanato-2-(4-isocyanatobutan-1-yl)cyclohexane